CN(C1=CC=2CC3=CC=C(C=C3C2C=C1)N(C1=CC=CC=C1)C)C 2-dimethylamino-6-(N-methylanilino)fluorene